ClC1=C(C=CC=C1)[C@H]1N(CC(C1)(C)C)C1=C(C(=O)N[C@H](C)\C=C\S(=O)(=O)C)C=CC=C1 ((S)-2-(2-Chlorophenyl)-4,4-dimethylpyrrolidin-1-yl)-N-((R,E)-4-(methylsulfonyl)but-3-en-2-yl)benzamide